CC1=NN=C(S1)C=1C=C2C=C(N=CC2=CC1)NC(=O)[C@@H]1CNCCC1 (S)-N-(6-(5-methyl-1,3,4-thiadiazol-2-yl)isoquinolin-3-yl)piperidine-3-carboxamide